(R)-3-(5-chloro-6-oxopyridazin-1(6H)-yl)piperidine-1-carboxylic acid tert-butyl ester C(C)(C)(C)OC(=O)N1C[C@@H](CCC1)N1N=CC=C(C1=O)Cl